N1(CCC12COC2)C(=O)C=2C=NC(=NC2)NCC=2C=C(C#N)C=CC2 3-(((5-(6-oxa-1-azaspiro[3.3]heptane-1-carbonyl)pyrimidin-2-yl)amino)methyl)benzonitrile